OC(CN(CCCCCCCC(=O)OC(CCCCCCCC)CCCCCCCC)CCCCCC(=O)OCCCCCCC(C)C)CCCCNC(=O)C1=CNC=C1 heptadecan-9-yl 8-((2-hydroxy-6-(1H-pyrrole-3-carboxamido)hexyl)(6-((7-methyloctyl)oxy)-6-oxohexyl)Amino)octanoate